methyl (R)-4-(((1-(1-(3-chloro-5-fluorophenyl) ethyl)-4-fluoropiperidin-4-yl) methoxy) methyl)-5-cyclopropyl-2-fluorobenzoate ClC=1C=C(C=C(C1)F)[C@@H](C)N1CCC(CC1)(F)COCC1=CC(=C(C(=O)OC)C=C1C1CC1)F